6-(5-amino-4,6-difluoropyridin-2-yl)-N2,N4-bis((R)-1,1,1-trifluoroprop-2-yl)-1,3,5-triazine-2,4-diamine NC=1C(=CC(=NC1F)C1=NC(=NC(=N1)N[C@@H](C(F)(F)F)C)N[C@@H](C(F)(F)F)C)F